Pyrazolo[1,5-a]pyrimidin-5-ol sodium salt [Na].N1=CC=C2N1C=CC(=N2)O